lithium 2-((3S,5S)-3,4,5-trimethylpiperazin-1-yl)butanoate C[C@H]1CN(C[C@@H](N1C)C)C(C(=O)[O-])CC.[Li+]